N[C@H]1CC=CC[C@@H]1C1=C(C=2N=C(N=C(C2S1)NCC=1OC=CC1)Cl)I 6-((1s,6s)-6-aminocyclohex-3-en-1-yl)-2-chloro-N-(furan-2-ylmethyl)-7-iodothieno[3,2-d]pyrimidin-4-amine